[OH-].C(CCC)[N+](C)(CCCC)CCCC tributyl-monomethyl-ammonium hydroxide